(S)-(4-(5,7-difluorobenzo[d]oxazol-2-yl)-6,7-dihydro-1H-imidazo[4,5-c]pyridin-5(4H)-yl)(5-(1-methyl-1H-pyrazol-4-yl)-1,3,4-oxadiazol-2-yl)methanone FC=1C=C(C2=C(N=C(O2)[C@H]2N(CCC3=C2N=CN3)C(=O)C=3OC(=NN3)C=3C=NN(C3)C)C1)F